4-butylpiperidine C(CCC)C1CCNCC1